N-(4-(1H-imidazol-1-yl)phenyl)-4-(pyridin-2-yl)-[2,4'-bithiazole]-2'-amine N1(C=NC=C1)C1=CC=C(C=C1)NC=1SC=C(N1)C=1SC=C(N1)C1=NC=CC=C1